(1R,2R)-1,2-cyclohexanedicarboxylic acid [C@@H]1([C@@H](CCCC1)C(=O)O)C(=O)O